(3-benzyloxycyclobutyl) 4-methylbenzenesulfonate CC1=CC=C(C=C1)S(=O)(=O)OC1CC(C1)OCC1=CC=CC=C1